ethyl-(benzyl)diphenyloxysilane C(C)[Si](OC1=CC=CC=C1)(OC1=CC=CC=C1)CC1=CC=CC=C1